2-[(1-methylpyrazol-3-yl)amino]thiazole-5-carbonyl chloride CN1N=C(C=C1)NC=1SC(=CN1)C(=O)Cl